C([C@@H]1[C@H]([C@@H]([C@H]([C@@H](O1)O[C@H]2[C@@H]([C@H](O[C@@H]([C@@H]2O)O[C@@H]3[C@H]([C@@H]([C@H](OC3O)CO)O)O)CO)O)O)O)O)O The molecule is a glucotriose consisting of beta-D-glucopyranose, alpha-D-glucopyranose and D-glucopyranose residues joined in sequence by (1->3) and (1->2) glycosidic bonds. It derives from an alpha-D-Glcp-(1->2)-D-Glcp.